dehydroproline C1C=CC(N1)C(=O)O